[OH-].C1(=CC=CC=C1)[NH3+] N-phenyl-ammonium hydroxide